N-(2,4-dimethoxybenzyl)-5-methoxy-2-(methylthio)pyrimidin-4-amine COC1=C(CNC2=NC(=NC=C2OC)SC)C=CC(=C1)OC